(R)-1-(2,5-difluoropyridin-3-yl)ethyl (4-(5-(2,6-difluoroisonicotinamido)pyridin-2-yl)-1-methyl-1H-1,2,3-triazol-5-yl)carbamate FC=1C=C(C(=O)NC=2C=CC(=NC2)C=2N=NN(C2NC(O[C@H](C)C=2C(=NC=C(C2)F)F)=O)C)C=C(N1)F